rac-3-(1-methylcyclohexyl)-5-(piperidin-1-ylmethyl)-5,6-dihydro-1,4,2-dioxazine CC1(CCCCC1)C1=NOC[C@H](O1)CN1CCCCC1 |r|